(R)-8-(5-methylthiazol-2-yl)-3-oxo-4-(prop-2-yn-1-yl)-N-(1-(2-(trifluoromethyl)pyrimidin-5-yl)ethyl)-3,4-dihydro-2H-benzo[b][1,4]oxazine-6-carboxamide CC1=CN=C(S1)C1=CC(=CC2=C1OCC(N2CC#C)=O)C(=O)N[C@H](C)C=2C=NC(=NC2)C(F)(F)F